4-[4-[(2,4-dioxo-3-azabicyclo[3.1.1]heptane-5-yl)amino]phenyl]pyridine-1-carboxylic acid tert-butyl ester C(C)(C)(C)OC(=O)N1CC=C(C=C1)C1=CC=C(C=C1)NC12C(NC(C(C1)C2)=O)=O